(R)-3-Chloro-6,7,7a,8,9,10-hexahydropyrido[2,3-f]pyrrolo[2,1-d][1,2,5]thiadiazepine 5,5-dioxide ClC1=CC2=C(N3[C@@H](CNS2(=O)=O)CCC3)N=C1